C(C)N(C1CC2CCC(C1)N2C(=O)OC(C)(C)C)C=2N=NC(=CC2)C2=CC=C(C=1N=CSC12)C=1C=NN(C1)C1OCCCC1 tert-butyl (exo)-3-[ethyl(6-[4-[1-(oxan-2-yl)pyrazol-4-yl]-1,3-benzothiazol-7-yl]pyridazin-3-yl)amino]-8-azabicyclo[3.2.1]octane-8-carboxylate